2-Dicyclohexylphosphino-2',6'-diethoxybiphenyl C1(CCCCC1)P(C1=C(C=CC=C1)C1=C(C=CC=C1OCC)OCC)C1CCCCC1